ClC=1N=C2C(=NC1C1=CC=3C(C4=CC=CC=C4C3C=C1)(C1=CC=CC=C1)C1=CC=CC=C1)OC1=C2C=CC=C1 2-chloro-3-(9,9-diphenyl-9H-fluoren-2-yl)benzofuro[2,3-b]Pyrazine